6-amino-2-butoxy-9-((5-((4-glycylpiperazin-1-yl)methyl)thiophen-2-yl)methyl)-7,9-dihydro-8H-purin-8-one NC1=C2NC(N(C2=NC(=N1)OCCCC)CC=1SC(=CC1)CN1CCN(CC1)C(CN)=O)=O